O1CC(OC2=NC=CC=C21)C2=CC=C(CN1C(CCC1)=O)C=C2 1-[4-(2,3-dihydro[1,4]dioxino[2,3-b]pyridin-3-yl)benzyl]pyrrolidine-2-one